barium oxyiodide O(I)I.[Ba]